(S)-(2-(Benzyloxy)-4-(difluoromethyl)-6-hydroxyphenyl)(6-((dimethylamino)methyl)-4-((tetrahydrofuran-3-yl)amino)isoindolin-2-yl)methanone C(C1=CC=CC=C1)OC1=C(C(=CC(=C1)C(F)F)O)C(=O)N1CC2=CC(=CC(=C2C1)N[C@@H]1COCC1)CN(C)C